salicylate (ethylhexyl salicylate) C(C)C1=C(C(C(=O)O)=CC=C1)OCCCCCC.C(C=1C(O)=CC=CC1)(=O)O